2-deoxy-2-fluoro-ALPHA-D-arabinofuranosyl bromide 3,5-dibenzoate C1=CC=C(C=C1)C(=O)OC[C@@H]2[C@H]([C@@H]([C@H](O2)Br)F)OC(=O)C3=CC=CC=C3